C(C(=C)C)(=O)OCCCN1C(CCC1)=O N-(3-methacryloyloxy-propyl)-2-pyrrolidone